C(C=C)(=O)OC1C(CC(CC1)C1=CC=CC=2C=CSC21)C2=CC=CC=1C=CSC12 2,4-bis(7-benzothienyl)-1-cyclohexyl acrylate